C1(CCCCC1)N1C(=CC=2C1=C1C(=NC2)NC=C1)C1=CC=C(C#N)C=C1 4-(1-cyclohexyl-1,6-dihydrodipyrrolo[2,3-b:2',3'-d]pyridin-2-yl)benzonitrile